C1(CC1)C1=CC(=C(C=C1)C1=NC=CC(=C1N)P(=O)(C)C)F (4-cyclopropyl-2-fluorophenyl)-4-(dimethylphosphoryl)pyridin-3-amine